C(C1=CC=CC=C1)OC1=NC(=CC=C1C1=CC(=C(C=C1)N1CCC(CC1)CCC1=CC(=C(C=C1)B1OC(C(O1)(C)C)(C)C)OC)F)OCC1=CC=CC=C1 2,6-Bis(benzyloxy)-3-(3-fluoro-4-(4-(3-methoxy-4-(4,4,5,5-tetramethyl-1,3,2-dioxaborolan-2-yl)phenethyl)piperidin-1-yl)phenyl)pyridine